(E)-docosa-11-eneamide C(CCCCCCCCC\C=C\CCCCCCCCCC)(=O)N